(R)-N-(2-(4-Cyanothiazolidin-3-yl)-2-oxoethyl)-6-((4,6-dimethylpyridin-3-yl)methyl)quinoline-4-carboxamide C(#N)[C@H]1N(CSC1)C(CNC(=O)C1=CC=NC2=CC=C(C=C12)CC=1C=NC(=CC1C)C)=O